1H-[1,2,3]Triazole-4-carboxylic acid methyl ester COC(=O)C=1N=NNC1